CC1=C(NCC=2N(C(=NN2)SCC=2NC3=CC=CC=C3C(N2)=O)CC=2OC=CC2)C=CC(=C1)C 2-[[5-[(2,4-dimethyl-anilino)methyl]-4-(furan-2-ylmethyl)-1,2,4-triazol-3-yl]sulfanylmethyl]-1H-quinazolin-4-one